ClC1=NC=CC(=N1)N1C(=NC=C1)C 2-chloro-4-(2-methylimidazol-1-yl)pyrimidine